6-((((1S,2S)-2-hydroxycyclopentyl)amino)methyl)-2-(2'-(4-methyl-4H-1,2,4-triazol-3-yl)-[1,1'-biphenyl]-3-yl)-4-(trifluoromethyl)isoindolin-1-one O[C@@H]1[C@H](CCC1)NCC1=CC(=C2CN(C(C2=C1)=O)C=1C=C(C=CC1)C1=C(C=CC=C1)C1=NN=CN1C)C(F)(F)F